FC(C(C(F)(F)F)OCOC(C(F)(F)F)C(F)(F)F)(F)F 1,1,1,3,3,3-hexafluoro-2-(1,1,1,3,3,3-hexafluoropropan-2-yloxymethoxy)propane